di(4-butyl)phenol CCCCC=1C(=C(C=CC1)O)CCCC